4-Cyclopropyl-N-((S)-(4,4-difluorocyclohexyl)(7-((S*)-1-((3S*,5S)-2-oxo-5-(trifluoromethyl)pyrrolidin-3-yl)ethyl)imidazo[1,2-b]pyridazin-2-yl)methyl)-1,2,5-oxadiazole-3-carboxamide C1(CC1)C=1C(=NON1)C(=O)N[C@H](C=1N=C2N(N=CC(=C2)[C@@H](C)[C@H]2C(N[C@@H](C2)C(F)(F)F)=O)C1)C1CCC(CC1)(F)F |o1:20,22|